COC1=CC=C2NC=C(CCN(CC=C)CC=C)C2=C1 5-Methoxy-N,N-diallyltryptamine